5-Methyl-1-(1-(4-(1,2,2-trimethyl-1,2,3,6-tetrahydropyridin-4-yl)benzyl)-1H-indol-5-yl)-1H-pyrazol-3-carboxamid CC1=CC(=NN1C=1C=C2C=CN(C2=CC1)CC1=CC=C(C=C1)C=1CC(N(CC1)C)(C)C)C(=O)N